2-nitro-N-(6-spiro[2H-benzofuran-3,1'-cyclopropane]-4-yloxy-3-pyridyl)pyridin-3-amine [N+](=O)([O-])C1=NC=CC=C1NC=1C=NC(=CC1)OC1=CC=CC2=C1C1(CC1)CO2